meta-dimethylbenzamide CC1(C(=O)N)CC(=CC=C1)C